CC(=C)CC=C 2-methyl-1,4-pentadiene